C(C)(C)(C)OC(N[C@@H](CS(=O)(=O)C1=C(C(=C(C=C1)I)C=1N=NN(N1)CC1=CC=C(C=C1)OC)S(N(CC1=CC=C(C=C1)OC)CC1=CC=C(C=C1)OC)(=O)=O)C)=O (R)-tert-butyl(1-((2-(N,N-bis(4-methoxybenzyl)sulfamoyl)-4-iodo-3-(2-(4-methoxybenzyl)-2H-tetrazol-5-yl)phenyl)sulfonyl)propan-2-yl)carbamate